methyl (2-(1H-indol-3-yl)ethyl)-L-prolinate N1C=C(C2=CC=CC=C12)CCN1[C@@H](CCC1)C(=O)OC